FC(C1=CC=CC=C1)C1=CC=CC=C1 (fluoromethylene)dibenzene